4-((4-fluorophenyl)ethynyl)-7-methyl-7H-pyrrolo[2,3-d]Pyrimidine-6-carboxylic acid ethyl ester C(C)OC(=O)C1=CC2=C(N=CN=C2C#CC2=CC=C(C=C2)F)N1C